8-((1S,2S)-2-(5-(2,2-difluoroethoxy)pyridin-2-yl)cyclopropyl)-6-(2,4-dimethoxypyrimidin-5-yl)imidazo[1,2-b]pyridazine FC(COC=1C=CC(=NC1)[C@@H]1[C@H](C1)C=1C=2N(N=C(C1)C=1C(=NC(=NC1)OC)OC)C=CN2)F